O(C1=CC=CC=C1)CCCC(=O)NCC(=O)N1CCCC1 ((4-phenoxybutanoyl)glycyl)pyrrolidine